C[C@@H](C(=O)O)NC(=O)[C@H](CC(C)C)N The molecule is a dipeptide composed of L-leucine and L-alanine joined by a peptide linkage. It has a role as a metabolite. It derives from a L-leucine and a L-alanine.